ClC=1N=C(SC1)C=1N=NN(C1)[C@@H]1[C@H]([C@@H](O[C@H]2[C@@H]1OC(OC2)(C)C)C(=O)O)OC (4aR,6R,7R,8R,8aR)-8-(4-(4-chlorothiazol-2-yl)-1H-1,2,3-triazol-1-yl)-7-methoxy-2,2-dimethylhexahydropyrano[3,2-d][1,3]dioxine-6-carboxylic acid